N1C(=NC2=C1C=CC=C2)C(N2C(C1=CC=CC=C1C2)=O)C2=C(C=CC(=C2)Cl)OC 2-((1H-benzo[d]imidazole-2-yl)(5-chloro-2-methoxyphenyl)methyl)isoindolin-1-one